C(C)(C)(C)C=1C=C(C=CC1)NC(=O)[C@@H]1[C@@H](N(CCC1)C(C1=C(C=CC=C1)C)=O)C1CCCC1 cis-2-cyclopentyl-1-(2-methylbenzoyl)piperidine-3-carboxylic acid (3-tert-butylphenyl)amide